1-[4-(Phenylazo)phenylazo]-2-naphthol C1(=CC=CC=C1)N=NC1=CC=C(C=C1)N=NC1=C(C=CC2=CC=CC=C12)O